BrC=1C=C2C(N(C(=NC2=CC1)C)COCC[Si](C)(C)C)=O 6-Bromo-2-methyl-3-((2-(trimethylsilyl)ethoxy)methyl)quinazolin-4(3H)-one